N-(2-bromo-3-fluorobenzyl)-4-methylaniline BrC1=C(CNC2=CC=C(C=C2)C)C=CC=C1F